3-{2-[4-({5-[(2-chloro-4-phenoxyphenyl)carbonyl]-7H-pyrrolo[2,3-d]pyrimidin-4-yl}amino)piperidin-1-yl]-2-oxoethyl}cyclobutan-1-one ClC1=C(C=CC(=C1)OC1=CC=CC=C1)C(=O)C1=CNC=2N=CN=C(C21)NC2CCN(CC2)C(CC2CC(C2)=O)=O